C(C1=CC=C(C=C1)OC)O trans-anisyl alcohol